2-(Ethylthio)-5-(4-trifluoromethylphenyl)pyrimidine C(C)SC1=NC=C(C=N1)C1=CC=C(C=C1)C(F)(F)F